FC1=NC=CC(=C1)I 2-fluoro-4-iodo-pyridine